FC1=C(C=C(C=C1)F)C=1C(NC2=CC=C(C=C2C1)C1=CC=C(C=C1)N1CCN(CC1)C(C)C)=O 3-(2,5-difluorophenyl)-6-{4-[4-(propan-2-yl)piperazin-1-yl]phenyl}-1,2-dihydroquinolin-2-one